C1(=CC=C(C=C1)C1=NC(=NC(=N1)C1=CC=C(C=C1)C1=CC=CC=C1)C1=CC=C(C=C1)B1OC(C(O1)(C)C)(C)C)C1=CC=CC=C1 2,4-bis([1,1'-biphenyl]-4-yl)-6-[4-(4,4,5,5-tetramethyl-1,3,2-dioxaborolane-2-yl)phenyl]-1,3,5-triazine